5,6-diaminoindazole NC=1C=C2C=NNC2=CC1N